N-[2-(1,3-dioxoisoindolin-2-yl)-4-[(4-nitrophenyl)sulfonyl-propyl-amino]butyl]-N-ethyl-carbamic acid tert-butyl ester C(C)(C)(C)OC(N(CC)CC(CCN(CCC)S(=O)(=O)C1=CC=C(C=C1)[N+](=O)[O-])N1C(C2=CC=CC=C2C1=O)=O)=O